CON=C1CCC(CC1)C(=O)OC methyl 4-(methoxyimino)cyclohexane-1-carboxylate